OC1=C(C2=CC=CC=C2C=C1)C1=CC=CC2=CC=CC=C12 2-hydroxy-1,1'-binaphthyl